N-[5-[3-(3,3-dimethylbutoxy)-5-fluoro-phenyl]-4-(2,6-dimethylphenyl)thiazol-2-yl]-2-fluoro-pyridine-4-sulfonamide CC(CCOC=1C=C(C=C(C1)F)C1=C(N=C(S1)NS(=O)(=O)C1=CC(=NC=C1)F)C1=C(C=CC=C1C)C)(C)C